OC[C@@H]1N(CC1)C=1N=C(C2=C(N1)CCC2)C=2C=C(C=CC2)S(=O)(=O)N (R)-3-(2-(2-(hydroxymethyl)azetidin-1-yl)-6,7-dihydro-5H-cyclopenta[d]pyrimidin-4-yl)benzenesulfonamide